(s)-tert-butyl (pyrrolidin-2-ylmethyl)carbamate N1[C@@H](CCC1)CNC(OC(C)(C)C)=O